F[P-](F)(F)(F)(F)F.CC1=C(C=C(C=C1)C)[I+]C1=C(C=CC(=C1)C)C bis(2,5-dimethylphenyl)iodonium hexafluorophosphate